C(C)(C)(C)OC(=O)N1C[C@H](N(CC1)CC1=C2C=CN(C2=C(C=C1OC)C)C(=O)OC(C)(C)C)C1=C(C=C(C=C1)C(=O)OC)OCCCCC=C |r| (±)-tert-butyl 4-((4-(tert-butoxycarbonyl)-2-(2-(hex-5-en-1-oxy)-4-(methoxycarbonyl)phenyl)piperazin-1-yl)methyl)-5-methoxy-7-methyl-1H-indole-1-carboxylate